[Al].[Cr] chromium Aluminum